indanoxyacetic acid C1(CCC2=CC=CC=C12)OCC(=O)O